4,4'-methylenebis(2-(2,4-dihydroxybenzyl)-6-methylphenol) C(C1=CC(=C(C(=C1)C)O)CC1=C(C=C(C=C1)O)O)C1=CC(=C(C(=C1)C)O)CC1=C(C=C(C=C1)O)O